BrCC(=O)C=1C(=NN(C1)COCC[Si](C)(C)C)C(F)(F)F 2-bromo-1-(3-(trifluoromethyl)-1-((2-(trimethylsilyl)ethoxy)methyl)-1H-pyrazol-4-yl)ethanone